(S)-1-(2-(benzo[d][1,3]dioxol-5-ylamino)-5-methyl-pyrimidin-4-yl)-N-(1-(3-chloro-4-fluorophenyl)-2-hydroxy-ethyl)-1H-pyrrole-3-carboxamide O1COC2=C1C=CC(=C2)NC2=NC=C(C(=N2)N2C=C(C=C2)C(=O)N[C@H](CO)C2=CC(=C(C=C2)F)Cl)C